C(C)(C)(C)[Si](OC1=CC=C2C=CC=C(C2=C1)C1(CC1)NC(C1=C(C=CC(=C1)OCC1N(CC1)C)C)=O)(C)C N-(1-(7-((tert-Butyldimethyl-silyl)oxy)naphthalen-1-yl)cyclopropyl)-2-methyl-5-((1-methylazetidin-2-yl)methoxy)benzamide